methyl 1-(5-(methoxycarbonyl)-2-nitrophenyl)-1H-pyrrol-2-carboxylate COC(=O)C=1C=CC(=C(C1)N1C(=CC=C1)C(=O)OC)[N+](=O)[O-]